3-Ethyl-5-methoxy-6-nitro-[1,2,4]triazolo[4,3-a]pyridine C(C)C1=NN=C2N1C(=C(C=C2)[N+](=O)[O-])OC